ClC=1C=C(C=C(C1)C#N)CCN1C[C@H]([C@@H](C1)C)COC1=CC=C(C=C1)S(=O)(=O)CCCC(=O)OC methyl 4-(4-{[(3S,4S)-1-[2-(3-chloro-5-cyanophenyl)ethyl]-4-methylpyrrolidin-3-yl]methoxy}benzenesulfonyl)butanoate